4-((1R,4R)-5-(6-((5-((2-chloro-6-methylphenyl)carbamoyl)thiazol-2-yl)amino)-2-methylpyrimidin-4-yl)-2,5-diazabicyclo[2.2.1]heptan-2-yl)butanoic acid ClC1=C(C(=CC=C1)C)NC(=O)C1=CN=C(S1)NC1=CC(=NC(=N1)C)N1[C@H]2CN([C@@H](C1)C2)CCCC(=O)O